1-propionoyl-lysergic acid diethylamide C(C)N(C(=O)[C@H]1CN(C)[C@@H]2CC3=CN(C4=CC=CC(C2=C1)=C34)C(CC)=O)CC